5-((6-(2-hydroxy-2-(4-methyl-1-oxo-1,3-dihydroisobenzofuran-5-yl)ethyl)-5,6,7,8-tetrahydropyrido[4,3-d]pyrimidin-2-yl)amino)-3-methylbenzo[d]oxazol-2(3H)-one OC(CN1CC2=C(N=C(N=C2)NC=2C=CC3=C(N(C(O3)=O)C)C2)CC1)C=1C(=C2COC(C2=CC1)=O)C